tert-butyl (S)-(6-(hydroxymethyl)-2,3-dihydrobenzofuran-3-yl)(methyl)carbamate OCC1=CC2=C([C@@H](CO2)N(C(OC(C)(C)C)=O)C)C=C1